P(O)(=O)(OP(=O)(O)OP(=O)(O)O)OC[C@@H]1[C@H]([C@H]([C@@H](O1)N1C(=O)N=C(N)C=N1)O)O 6-azacytidine 5'-triphosphate